CCC1=CC=CC(=C1N2C(COCC2=O)C)C The molecule is a member of the class of morpholines that is morpholin-3-one substituted by a 2-ethyl-6-methylphenyl group at position 4 and a methyl group at position 5. It is a metabolite of metolachlor. It has a role as a marine xenobiotic metabolite. It is a member of morpholines and a delta-lactam.